1,1'-(butane-1,4-diyl)bis(3,4-dimethylpyridin-1-ium) dibromide [Br-].[Br-].C(CCC[N+]1=CC(=C(C=C1)C)C)[N+]1=CC(=C(C=C1)C)C